CS(C)=CC(=O)OCC ethyl (dimethylsulfuranylidene)acetate